4-(1,2,4-oxadiazol-3-yl)-N-(4-phenoxyphenyl)benzamide O1N=C(N=C1)C1=CC=C(C(=O)NC2=CC=C(C=C2)OC2=CC=CC=C2)C=C1